BrN1CC2(CC1)OCCN1C2=CC=N1 bromo-6,7-dihydrospiro[pyrazolo[5,1-c][1,4]oxazine-4,3'-pyrrolidine]